[B](F)F.FC(OC1=CC=C(C=C1)C(CC(=O)C1=CC=C(C=C1)C)=O)(F)F 1-(4-trifluoromethoxyphenyl)-3-(4-methylphenyl)propane-1,3-dione boron difluoride